3,3-bis(2-hydroxy-5-phenylphenyl)-1-phenyl-1H-indol-2-one OC1=C(C=C(C=C1)C1=CC=CC=C1)C1(C(N(C2=CC=CC=C12)C1=CC=CC=C1)=O)C1=C(C=CC(=C1)C1=CC=CC=C1)O